Tert-butyl N-[[(2S)-4-[3-[1-(2,6-dioxo-3-piperidyl)-3-methyl-2-oxo-benzimidazol-4-yl]propyl]morpholin-2-yl]methyl]carbamate O=C1NC(CCC1N1C(N(C2=C1C=CC=C2CCCN2C[C@@H](OCC2)CNC(OC(C)(C)C)=O)C)=O)=O